ClC1=C(C=CC=C1F)CC(=O)NC1=CC(=C(C=C1)COC1=CC=C(C=C1)C#N)S(N)(=O)=O 2-(2-chloro-3-fluorophenyl)-N-(4-((4-cyanophenoxy)methyl)-3-sulfamoylphenyl)acetamide